CC1=CC=2NC(N(C(C2S1)=O)CCC)=S 6-methyl-3-propyl-2-thioxo-2,3-dihydrothieno[3,2-d]pyrimidin-4(1H)-one